C(C)(C)(C)OC(=O)NCCC(=O)OCC#N Cyanomethyl 3-((tert-butoxycarbonyl)amino)propanoate